NC1=C(C=CC(=C1)C#N)C1=CC(=CC(=C1)F)C(C)C amino-5'-fluoro-3'-isopropyl-[1,1'-biphenyl]-4-carbonitrile